(R)-3-(3,3-difluoroazetidin-1-yl)-5-(7-(2,4-Dimethoxybenzyl)-8-methyl-5,6,7,8-tetrahydro-[1,2,4]triazolo[4,3-a]pyrazine-3-yl)-1,2,4-thiadiazole FC1(CN(C1)C1=NSC(=N1)C1=NN=C2N1CCN([C@@H]2C)CC2=C(C=C(C=C2)OC)OC)F